C(C1=CC=CC=C1)OC[C@@H]1OC[C@H](CC1)OC (2R,5S)-2-((benzyloxy)methyl)-5-methoxytetrahydro-2H-pyran